3-((2S)-2-hydroxy-3-(8-(3-(1-propyl-1H-pyrazol-4-yl)phenylsulfonyl)-1-oxa-8-azaspiro[4.5]dec-3-ylamino)propoxy)-N-methylbenzenesulfonamide O[C@H](COC=1C=C(C=CC1)S(=O)(=O)NC)CNC1COC2(C1)CCN(CC2)S(=O)(=O)C2=CC(=CC=C2)C=2C=NN(C2)CCC